2-(3,5-dicyano-4-ethyl-6-(methyl-(2-(1-methylcyclopropylamino)ethyl)amino)pyridin-2-ylsulfanyl)-2-phenylacetamide C(#N)C=1C(=NC(=C(C1CC)C#N)N(CCNC1(CC1)C)C)SC(C(=O)N)C1=CC=CC=C1